C(C)C1=C(C(=NC=C1)C(=O)[O-])Br.[Zn+2].C[Si](O[Si](O[Si](C)(C)C)(CCC1CC2C(CC1)O2)C)(C)C.C(C)C2=C(C(=NC=C2)C(=O)[O-])Br 1,1,1,3,5,5,5-heptamethyl-3-[2-(3,4-epoxycyclohexyl)ethyl]trisiloxane zinc ethyl-bromo-pyridinecarboxylate